CCCCC/C=C/CCCC/C=C/C=C/C=C/C=C/CCC(=O)O 16-docosapentaenoic acid